4,5-dihydrothiophene S1C=CCC1